ClC=1C=C(OCC[C@H](C(=O)O)C)C=CC1C=1N(C2=NC=NC(=C2N1)OC1(CC1)C)CC1=CC(=CC(=C1)F)F |r| (racemic)-4-(3-chloro-4-(9-(3,5-difluorobenzyl)-6-(1-methylcyclopropoxy)-9H-purin-8-yl)phenoxy)-2-methylbutanoic acid